FC=1C=C(C=CC1F)S(=O)(=O)C1=CC=C(C=C1)S(=O)(=O)C1=CC(=C(C=C1)F)F 1,4-bis(3,4-difluorobenzenesulfonyl)benzene